OC1=C(OC(=C1O)C1=CC=C(C=C1)Cl)NC(C1=CC=CC=C1)=O N-(3,4-dihydroxy-5-(4-chlorophenyl)-2-furanyl)benzamide